tert-butyl 3-[3-[1-(tert-butoxycarbonylamino)cyclobutyl]-6-chloro-5-fluoro-2,7-naphthyridin-1-yl]-3,8-diazabicyclo[3.2.1]octane-8-carboxylate C(C)(C)(C)OC(=O)NC1(CCC1)C=1N=C(C2=CN=C(C(=C2C1)F)Cl)N1CC2CCC(C1)N2C(=O)OC(C)(C)C